CN(C(CNC(=O)C1=C(C=C(CC=2C=C(C(=C3CCCC23)OC)C(=O)N[C@H]2CCOC[C@@H]2O)C=C1)F)=O)C 1,5-anhydro-2,3-dideoxy-3-(((7-(4-((2-(dimethylamino)-2-oxoethyl)carbamoyl)-3-fluorobenzyl)-4-methoxy-2,3-dihydro-1H-inden-5-yl)carbonyl)amino)-L-threo-pentitol